6-(1-((S)-3-methylpiperidin-1-yl)ethyl)-4-(trifluoromethyl)isoindolin-1-one C[C@@H]1CN(CCC1)C(C)C1=CC(=C2CNC(C2=C1)=O)C(F)(F)F